ClC1=C(C(=CC=C1)Cl)NC(=O)C=1C(=NC(=NC1)NC=1C=NN(C1)C1CCN(CCC1)C(=O)[O-])OC 4-(4-((5-((2,6-dichlorophenyl)carbamoyl)-4-methoxypyrimidin-2-yl)amino)-1H-pyrazol-1-yl)azepane-1-carboxylate